NC=1C=C(C(=CC1)C=CC=1C(=CC(=CC1)N)S(=O)(=O)[O-])S(=O)(=O)[O-] 4,4'-diaminostilbene-2,2'-disulfonate